1,1-bis(3-methoxybenzyl)urea COC=1C=C(CN(C(=O)N)CC2=CC(=CC=C2)OC)C=CC1